(S)-N-(1-(4-cyanooxazol-2-yl)ethyl)-2-(5,6-difluoro-2-oxo-1,2-dihydroquinolin-3-yl)acetamide C(#N)C=1N=C(OC1)[C@H](C)NC(CC=1C(NC2=CC=C(C(=C2C1)F)F)=O)=O